C(CC(=O)N(CCO)CCO)C(=O)N(CCO)CCO N,N,N',N'-tetrakis(2-hydroxyethyl)butanediamide